2-(3-isopropyl-2-(2-methylpyridin-4-yl)-1H-indol-5-yl)-5-(1-methylpiperidin-3-yl)-1,3,4-oxadiazole C(C)(C)C1=C(NC2=CC=C(C=C12)C=1OC(=NN1)C1CN(CCC1)C)C1=CC(=NC=C1)C